3,5-di-tert-butyl-4-hydroxyphenylpropionamide C(C)(C)(C)C=1C=C(C=C(C1O)C(C)(C)C)C(C(=O)N)C